6-azido-L-lysine hydrochloride Cl.N(=[N+]=[N-])C(CCC[C@H](N)C(=O)O)N